N1C=C(C2=CC=CC=C12)C=1C2=C(N=C(N1)N1C(COCC1)C)CN(CC2)C(C(C)(C)C)=O 1-(4-(1H-indol-3-yl)-2-(3-methylmorpholino)-5,8-dihydropyrido[3,4-d]pyrimidin-7(6H)-yl)-2,2-dimethylpropane-1-one